F[B-](F)(F)F.C(C)C(C[NH3+])CCCC (2-ethylhexyl)Ammonium Tetrafluoroborate